FC1=C(C=C(C=C1)NC(=O)C=1N(C=C2C1OC[C@H]1[C@@H](NS2(=O)=O)CN(C1)C(=O)C=1N=COC1C)C)C (3aR,10aR)-N-(4-Fluoro-3-methylphenyl)-7-methyl-2-(5-methyloxazol-4-carbonyl)-2,3,3a,4,10,10a-hexahydro-1H,7H-dipyrrolo[3,4-b:3',4'-f][1,4,5]oxathiazocin-8-carboxamid-5,5-dioxid